CC1(OB(OC1(C)C)C=1C=NC(=NC1)C(C)(C)O)C 2-[5-(4,4,5,5-tetramethyl-1,3,2-dioxaborolan-2-yl)pyrimidin-2-yl]Propan-2-ol